C1(C(CCCCCCCCCC)CCCCCCCCCCCC1)(N)N dodecanododecanediamine